Methyl 6-chloro-1-((2,6-dichloro-5-nitropyrimidin-4-yl)methyl)-1,2,3,4-tetrahydronaphthalene-1-carboxylate ClC=1C=C2CCCC(C2=CC1)(C(=O)OC)CC1=NC(=NC(=C1[N+](=O)[O-])Cl)Cl